methyl p-toluate (methyl 4-methylbenzoate) CC1=C(C(=O)O)C=CC(=C1)C.C1(=CC=C(C=C1)C(=O)OC)C